C(C=C)(=O)OC1=C(C=C(C=C1CC1=C(C(=CC(=C1)C)C(C)(C)C)O)C)CCCC butyl-6-(3'-t-butyl-5'-methyl-2'-hydroxybenzyl)-4-methylphenyl acrylate